(R)-(-)-3-methyl-2-butylamine C[C@H](C(C)C)N